BrC1=C(C=CC(=C1)O)C1=C(C=CC=C1)F bromo-2'-fluoro-[1,1'-biphenyl]-4-ol